(1-methyl-6-(((3R,4R)-3-methylpiperidin-4-yl)amino)-1H-pyrazolo[4,3-C]pyridin-3-yl)piperidine-2,6-dione CN1N=C(C=2C=NC(=CC21)N[C@H]2[C@@H](CNCC2)C)N2C(CCCC2=O)=O